C1(=CC=CC=C1)[C@@H]1N2C(COC1)=NC1=C2C=C(C=C1)C=1C=NC(=NC1)N1CC2(CCNC2=O)CC1 7-(5-((S)-4-phenyl-3,4-dihydro-1H-benzo[4,5]imidazo[2,1-c][1,4]oxazin-7-yl)pyrimidin-2-yl)-2,7-diazaspiro[4.4]nonan-1-one